O1C2=C(OCC1)C=C(C=C2)CN2CC(N(CC2)C2CC1(C2)CCN(CC1)C(=O)OC(C)(C)C)C1=C(C=CC=C1)C(C)C tert-butyl 2-(4-((2,3-dihydrobenzo[b][1,4]dioxin-6-yl) methyl)-2-(2-isopropylphenyl) piperazin-1-yl)-7-azaspiro[3.5]nonane-7-carboxylate